C(CCC=C)C1C2C=CC(C1)C2 5-(4-pentenyl)-2-norbornene